N-(2,4,6-trifluoro-3-(1-(tetrahydro-2H-pyran-2-yl)-5-(4,4,5,5-tetramethyl-1,3,2-dioxaborolan-2-yl)-1H-pyrazolo[3,4-b]pyridine-3-carbonyl)phenyl)propane-1-sulfonamide FC1=C(C(=CC(=C1C(=O)C1=NN(C2=NC=C(C=C21)B2OC(C(O2)(C)C)(C)C)C2OCCCC2)F)F)NS(=O)(=O)CCC